6-methyl-1H-pyrrolo[2,3-c]pyridin-7(6H)-one CN1C(C2=C(C=C1)C=CN2)=O